N,N-dimethyl-1-(6-vinyl-3-pyridyl)methanamine CN(CC=1C=NC(=CC1)C=C)C